C1=C(C=CC=2OC3=C(C21)C=CC=C3)[C@@H](C)NC3=CN=C(N(C3=O)CC(=O)OC(C)(C)C)C3=CC=C(C=C3)C3(COC3)F Tert-butyl (R)-2-(5-((1-(dibenzo[b,d]furan-2-yl)ethyl)amino)-2-(4-(3-fluorooxetan-3-yl)phenyl)-6-oxopyrimidin-1(6H)-yl)acetate